(2-(2-aminoethoxy)ethoxy)-N-(8-(4-((1-benzyl-3-(4-hydroxyphenyl)-6-oxo-2,6-dihydropyrrolo[1,2-a]pyrazin-7-yl)methyl)-2-fluorophenoxy)octyl)propanamide NCCOCCOC(C(=O)NCCCCCCCCOC1=C(C=C(C=C1)CC1=CC=2N(C=C(NC2CC2=CC=CC=C2)C2=CC=C(C=C2)O)C1=O)F)C